10-Hydroxy-heptadecanoic acid OC(CCCCCCCCC(=O)O)CCCCCCC